6-(3-amino-5-fluoro-6-(4-(4-(oxetan-3-yl)piperazin-1-yl)phenyl)pyrazin-2-yl)-3,4-dihydroisoquinolin-1(2H)-one NC=1C(=NC(=C(N1)F)C1=CC=C(C=C1)N1CCN(CC1)C1COC1)C=1C=C2CCNC(C2=CC1)=O